C(CCCC)N(C(=O)NCCCCC)CCCCC N,N,N'-tripentylurea